(5S)-8,9-dichloro-7-(2,6-difluorophenyl)-2-ethyl-5-methyl-5H-pyrimido[1,2-a][1,4]benzodiazepin-3-one ClC1=C(C=CC2=C1C(=N[C@H](C=1N2C=C(C(N1)=O)CC)C)C1=C(C=CC=C1F)F)Cl